2,6-dioctadecyl-p-methylphenol C(CCCCCCCCCCCCCCCCC)C1=C(C(=CC(=C1)C)CCCCCCCCCCCCCCCCCC)O